ONO dihydroxylamine